NCCC(C(C(CO)O)O)O 6-aminohexane-1,2,3,4-tetraol